2-(2-chloro-6-methoxy-1H-benzo[d]imidazol-1-yl)-N,N-dimethylacetamide ClC1=NC2=C(N1CC(=O)N(C)C)C=C(C=C2)OC